C(#N)C1=CC(=C(C(=N1)C)NC(=O)C1CNC1)C1=C2C(=NC=C1)C=C(S2)CN2C(C1C(C1C2=O)(C)C)=O N-(6-cyano-4-(2-((6,6-dimethyl-2,4-dioxo-3-azabicyclo[3.1.0]hexan-3-yl)methyl)thieno[3,2-b]pyridin-7-yl)-2-methylpyridin-3-yl)azetidine-3-carboxamide